NC=1C(=NN(C1NC(=O)N[C@@H]1CN(C[C@H]1C1=CC(=C(C=C1)F)F)CCOC)C1=CC=CC=C1)OCC 1-(4-amino-3-ethoxy-1-phenyl-1H-pyrazol-5-yl)-3-((3S,4R)-4-(3,4-difluorophenyl)-1-(2-methoxyethyl)pyrrolidin-3-yl)urea